ClC1=NC(=CC(=N1)Cl)C1CCCCC1 2,4-dichloro-6-cyclohexylpyrimidine